(6-(4-(2-(3-methoxy-3-methylbutoxy)phenyl)piperidin-1-yl)-2-azaspiro[3.4]octan-2-yl)methanone tert-butyl-2-(3-(3-fluoro-5-(trifluoromethyl)benzyl)phenyl)hydrazine-1-carboxylate C(C)(C)(C)OC(=O)NNC1=CC(=CC=C1)CC1=CC(=CC(=C1)C(F)(F)F)F.COC(CCOC1=C(C=CC=C1)C1CCN(CC1)C1CC2(CN(C2)C=O)CC1)(C)C